N-[(6-Amino-2-pyridyl)sulfonyl]-6-(2,3-difluorophenyl)-2-(2,4,6-trimethylphenoxy)pyridin-3-carboxamid NC1=CC=CC(=N1)S(=O)(=O)NC(=O)C=1C(=NC(=CC1)C1=C(C(=CC=C1)F)F)OC1=C(C=C(C=C1C)C)C